NS(=O)(=O)CCC1=CC=C(O1)C(=O)O 5-(2-aminosulfonyl-ethyl)furan-2-carboxylic acid